N1C(=NC=2C=3C(=CC=CC13)OC=CN2)C(=O)[O-] [1,4]oxazepino[5,6,7-de]quinazolin-2(1H)-carboxylate